COC=1C=C(C=C(C1OC)OC)N1C([C@H]([C@@H]1C1=CC(=C(C=C1)OC)O)COC1=CC=CC=C1)=O (3R,4R)-1-(3,4,5-trimethoxyphenyl)-3-phenoxymethyl-4-(3-hydroxy-4-methoxyphenyl)azetidin-2-one